BrC1=CC=CC2=NSN=C21 4-bromo-2,1,3-benzothiadiazole